C(CC)[Si](CC)(CC)CC n-propyltriethyl-silane